ClC1=CC=C(C=C1)NC1C2=C(C=3N(CC1)N=NC3CC)C=CC(=C2)C=2C=NN(C2)C N-(4-chlorophenyl)-1-ethyl-9-(1-methyl-1H-pyrazol-4-yl)-6,7-dihydro-5H-benzo[c][1,2,3]triazolo[1,5-a]azepin-7-amine